ClC=1C=C(C=CC1OC)N1C(CCCC1C1=NC=2C(=NC=C(C2)C=2C(=NOC2C)C)N1C1CCC(CC1)O)=O 1-(3-chloro-4-methoxyphenyl)-6-(6-(3,5-dimethylisoxazol-4-yl)-3-((1r,4S)-4-hydroxycyclohexyl)-3H-imidazo[4,5-b]pyridin-2-yl)piperidin-2-one